N-tert-butyl-3-((4-((6,7-dimethoxyquinolin-4-yl)oxy)-3-fluorophenyl)amino)-1-methyl-1H-pyrazole-4-carboxamide C(C)(C)(C)NC(=O)C=1C(=NN(C1)C)NC1=CC(=C(C=C1)OC1=CC=NC2=CC(=C(C=C12)OC)OC)F